FC=1C(=C(C(=O)N(C)C(C)C)C=CC1)N1C=C(C=2C1=CN=CC2)C2CCN(CC2)CCC2=CC(=CC=C2)C(NC)=O fluoro-N-isopropyl-N-methyl-2-(3-(1-(3-(methylcarbamoyl)phenethyl)piperidin-4-yl)-1H-pyrrolo[2,3-c]pyridin-1-yl)benzamide